OC1=CC=C2C=C(C(OC2=C1)=O)C=1SC(=CN1)C(=O)O 2-(7-hydroxy-2-oxo-2H-chromen-3-yl)-thiazole-5-carboxylic acid